FC1=C(C(=CC=C1)F)C1=NN2C(N=CC=C2)=C1C(=O)O 2-(2,6-Difluorophenyl)pyrazolo[1,5-a]pyrimidine-3-carboxylic acid